Benzyl (2R,4S)-4-(((3S,5S,7S)-adamantan-1-yl)methyl)-2-(tert-butyl)-5-oxooxazolidine-3-carboxylate C12(CC3CC(CC(C1)C3)C2)C[C@@H]2N([C@H](OC2=O)C(C)(C)C)C(=O)OCC2=CC=CC=C2